5-(2-amino-5-fluoropyridin-4-yl)-7-(3,3-dimethylbut-1-yn-1-yl)-1H-indazol-3-amine NC1=NC=C(C(=C1)C=1C=C2C(=NNC2=C(C1)C#CC(C)(C)C)N)F